N-((6-({[(oxan-2-yl)methyl]amino}methyl)imidazo[1,2-a]pyridin-2-yl)methyl)-4-oxo-4H-pyrido[1,2-a]pyrimidine-2-carboxamide O1C(CCCC1)CNCC=1C=CC=2N(C1)C=C(N2)CNC(=O)C=2N=C1N(C(C2)=O)C=CC=C1